methyl 2-((4-(2,7-diazaspiro[3.5]non-2-yl) pyrimidin-5-yl) oxy)-5-fluorobenzoate hydrochloride Cl.C1N(CC12CCNCC2)C2=NC=NC=C2OC2=C(C(=O)OC)C=C(C=C2)F